CC(C1=CC(=CC=C1)C(=O)C2=CC=CC=C2)C(=O)OCCCCO[N+](=O)[O-] nitroketoprofen